1-(2-fluoro-4-(6-(2-(4-(trifluoromethyl)pyridin-2-yl)acetamido)pyridazin-3-yl)butyl)-N-methyl-1H-1,2,3-triazole-4-carboxamide FC(CN1N=NC(=C1)C(=O)NC)CCC=1N=NC(=CC1)NC(CC1=NC=CC(=C1)C(F)(F)F)=O